(2,4-dioxotetrahydropyrimidin-1(2H)-yl)-4-ethoxybenzoic acid O=C1N(CCC(N1)=O)C1=C(C(=O)O)C=CC(=C1)OCC